2-{[(1,2,3,5,6,7-hexahydro-s-indacen-4-yl)carbamoyl]amino}-3-(pyrimidin-2-yl)propanoic acid C1CCC2=C(C=3CCCC3C=C12)NC(=O)NC(C(=O)O)CC1=NC=CC=N1